Rac-N-(7-chloro-6-(4-(4-hydroxy-3-methyltetrahydrofuran-3-yl)piperazin-1-yl)isoquinolin-3-yl)bicyclo[1.1.1]pentane-1-carboxamide ClC1=C(C=C2C=C(N=CC2=C1)NC(=O)C12CC(C1)C2)N2CCN(CC2)C2(COCC2O)C